tert-Butyl N-[(1S)-1-cyclohexyl-2-oxo-2-({2-oxo-1-[2-(trimethylsilyl)ethoxymethyl]-spiro[pyrrolo[3,2-c]pyridine-3,4'-tetrahydropyran]-6-yl}amino)ethyl]carbamate C1(CCCCC1)[C@@H](C(NC1=CC2=C(C=N1)C1(CCOCC1)C(N2COCC[Si](C)(C)C)=O)=O)NC(OC(C)(C)C)=O